N-(5-methoxy-6-methylpyridin-3-yl)-4-methylpiperidine-4-carboximidamide COC=1C=C(C=NC1C)NC(=N)C1(CCNCC1)C